2,2,3,3-tetrafluoropropyl methacrylate C(C(=C)C)(=O)OCC(C(F)F)(F)F